FC1=C(C(=O)O)C=CC=C1C1CN(CC1)C=1C=NC=CC1 2-fluoro-3-(1-(pyridin-3-yl)pyrrolidin-3-yl)benzoic acid